3-(4-(8-((2-cyclopropyl-5-ethoxy-4'-fluoro-[1,1'-biphenyl]-4-yl)methyl)-2-oxo-1-oxa-3,8-diazaspiro[4.5]decan-3-yl)benzamido)propane-1-sulfonic acid C1(CC1)C1=C(C=C(C(=C1)CN1CCC2(CN(C(O2)=O)C2=CC=C(C(=O)NCCCS(=O)(=O)O)C=C2)CC1)OCC)C1=CC=C(C=C1)F